2-(pyrimidin-2-yl)ethan-1-ol N1=C(N=CC=C1)CCO